1,2-dioleoyl-carbamoyloxy-3-morpholinopropane C(CCCCCCC\C=C/CCCCCCCC)(=O)C(C(CN1CCOCC1)C(CCCCCCC\C=C/CCCCCCCC)=O)OC(N)=O